NC(C)C1=CC(=C(C#N)C=C1)F 4-(1-aminoethyl)-2-fluoro-benzonitrile